Diphenyl[phenyldibenzothiophenyl]triazine C1(=CC=CC=C1)C1=C(C(=NN=N1)C1=C(C=CC=2SC3=C(C21)C=CC=C3)C3=CC=CC=C3)C3=CC=CC=C3